CC(C)(C)S(=O)(=O)N[C@@H]1C=2C(=NC=CC2)CC12CCN(CC2)C2=NC=1C(=NC=C(N1)SC=1C(=NC=CC1)C(F)(F)F)N2 (S)-2-methyl-N-(1'-(5-((2-(trifluoromethyl)pyridin-3-yl)thio)-1H-imidazo[4,5-b]pyrazin-2-yl)-5,7-dihydrospiro[cyclopenta[b]pyridine-6,4'-piperidin]-5-yl)propane-2-sulfonamide